4-((dimethylamino) methyl)-3-(2-fluoro-3-(mercaptomethyl) benzyl)-2-oxo-2H-benzopyran-7-yl dimethylcarbamate CN(C(OC1=CC2=C(C(=C(C(O2)=O)CC2=C(C(=CC=C2)CS)F)CN(C)C)C=C1)=O)C